CN1N=NC2=C1C=CC(=C2C)[C@H](CC(=O)O)C2=CC(=C(C=C2)C)CN2CC(OC1=C(C2)C=CC=C1F)(C)C (R)-3-(1,4-Dimethyl-1H-benzo[d][1,2,3]triazol-5-yl)-3-(3-((9-fluoro-2,2-dimethyl-2,3-dihydrobenzo[f][1,4]oxazepin-4(5H)-yl)methyl)-4-methylphenyl)propanoic acid